N-(4-(4-amino-7-(1-isobutyrylpiperidin-4-yl)-7H-pyrrolo[2,3-d]pyrimidin-5-yl)phenyl)-6-cyano-5-cyclopropyl-1-(4-fluorophenyl)-2-oxo-1,2-dihydropyridine-3-carboxamide NC=1C2=C(N=CN1)N(C=C2C2=CC=C(C=C2)NC(=O)C=2C(N(C(=C(C2)C2CC2)C#N)C2=CC=C(C=C2)F)=O)C2CCN(CC2)C(C(C)C)=O